N2-cyclohexyl-4-(morpholinomethyl)pyridine-2,6-diamine C1(CCCCC1)NC1=NC(=CC(=C1)CN1CCOCC1)N